1-Bromo-2,3-difluoro-5-nitrobenzene BrC1=C(C(=CC(=C1)[N+](=O)[O-])F)F